ClC1=CC=2N(C=C1C=1CCN(CC1)S(=O)(=O)C1=C3N(N=C1)CCC3)N=CN2 7-chloro-6-(1-((5,6-dihydro-4H-pyrrolo[1,2-b]pyrazol-3-yl)sulfonyl)-1,2,3,6-tetrahydropyridin-4-yl)-[1,2,4]triazolo[1,5-a]pyridine